[7-chloro-6-fluoro-4-[6-(4,4,4-trifluoro-3,3-dimethyl-but-1-ynyl)-2,3,4,5-tetrahydro-1-benzazepin-1-yl]quinazolin-2-yl]hydrazine ClC1=C(C=C2C(=NC(=NC2=C1)NN)N1CCCCC2=C1C=CC=C2C#CC(C(F)(F)F)(C)C)F